4-[(E)-3-[4-(Carboxymethoxy)phenyl]prop-2-enoyl]benzoic acid C(=O)(O)COC1=CC=C(C=C1)/C=C/C(=O)C1=CC=C(C(=O)O)C=C1